tertbutyl 4-[3-[2-[2-amino-5-methoxy-N-methyl-4-[[4-(1-methylindol-3-yl)pyrimidin-2-yl] amino] anilino]ethylmethyl-amino]propyl]piperazine-1-carboxylate NC1=C(N(C)CCN(CCCN2CCN(CC2)C(=O)OC(C)(C)C)C)C=C(C(=C1)NC1=NC=CC(=N1)C1=CN(C2=CC=CC=C12)C)OC